O[C@](C(C)=O)(C(CCCCC)=O)C |r| (±)-3-HYDROXY-3-METHYL-2,4-NONANEDIONE